biscoumarin ethyl-acetate C(C)OC(C)=O.O1C(=O)C=CC2=CC=CC=C12.O1C(=O)C=CC2=CC=CC=C12